3-(6-O-ethoxycarbonyl-β-D-glucopyranosyloxy)-4-[(4-ethylphenyl)methyl]-1-isopropyl-5-methylpyrazole C(C)OC(=O)OC[C@@H]1[C@H]([C@@H]([C@H]([C@@H](O1)OC1=NN(C(=C1CC1=CC=C(C=C1)CC)C)C(C)C)O)O)O